C(CCCCC)C1=CC=NC2=C3N=CC=CC3=C(C=C12)CCCCCC 4,6-dihexyl-1,10-phenanthroline